ClC1=CC2=C(C=N1)C=C(N2COCC[Si](C)(C)C)I 6-chloro-2-iodo-1-{[2-(trimethylsilyl)ethoxy]methyl}pyrrolo[3,2-c]pyridine